C(C)N1C(N(C2=C1C=C(C(=C2)C2=NC=1C(=NC=C(C1)C(F)(F)F)N2C)SCC)C)=O 1-ethyl-6-ethylsulfanyl-3-methyl-5-[3-methyl-6-(trifluoromethyl)imidazo[4,5-b]pyridin-2-yl]benzimidazol-2-one